COC(=O)C1=NC=2N(C=C1)C=CN2 imidazo[1,2-a]pyrimidine-7-carboxylic acid methyl ester